S-methyl 4-[2-ethoxyethyl (methyl) amino]-4-methyl-pent-2-ynothioate C(C)OCCN(C(C#CC(SC)=O)(C)C)C